3-phenyl-3,4-dihydro-2H-1,3-thiazine C1(=CC=CC=C1)N1CSC=CC1